4-(4-amino-6-(4-methacrylamidophenyl)-7-methyl-7H-pyrrolo[2,3-d]pyrimidin-5-yl)-N-((1r,3r)-3-fluorocyclobutyl)-2-methoxybenzamide NC=1C2=C(N=CN1)N(C(=C2C2=CC(=C(C(=O)NC1CC(C1)F)C=C2)OC)C2=CC=C(C=C2)NC(C(=C)C)=O)C